C(C)(=O)O[C@H]([C@@H](CNC(CC1=CC=C(C=C1)OC)=O)OC(C)=O)[C@@H]1O[C@@](C[C@@H]([C@H]1NC(COC(C)=O)=O)OC(C)=O)(SC1=CC=C(C=C1)C)C(=O)OC (1R,2R)-1-((2R,3R,4S,6S)-4-acetoxy-3-(2-acetoxyacetamido)-6-(methoxycarbonyl)-6-(p-tolylthio)tetrahydro-2H-pyran-2-yl)-3-(2-(4-methoxyphenyl)acetamido)propane-1,2-diyl diacetate